C1=CC=CC=2C3=CC=CC=C3C(C12)COC(=O)N[C@@H](CCCCNC(=O)OC(C)(C)C)C(=O)N[C@@H](CCCCNC(=O)OCC1=CC=CC=C1)C(=O)OC(C)(C)C tert-Butyl N2-(N2-(((9H-fluoren-9-yl)methoxy)carbonyl)-N6-(tert-butoxycarbonyl)-L-lysyl)-N6-((benzyloxy)carbonyl)-L-lysinate